BrC1=CC=C2C=NN(C2=C1OC([2H])([2H])[2H])C1CC1 6-Bromo-1-cyclopropyl-7-(methoxy-d3)-1H-indazole